2-Amino-7-fluoro-4-(5-fluoro-3-(3-(4-hydroxypiperidin-1-yl)azetidin-1-yl)-7,9-dihydrofuro[3,4-f]quinazolin-6-yl)thieno[3,2-c]pyridine-3-carbonitrile NC1=C(C=2C(=NC=C(C2S1)F)C=1C2=C(C=3C=NC(=NC3C1F)N1CC(C1)N1CCC(CC1)O)COC2)C#N